[Cl-].C(CCCCCCCCCCCCCCCCC)[NH+](C)CC(O)O Stearyl-(dihydroxyethyl)methylammonium chloride